t-butyl-(((1R,2R)-2-iodocyclohexyl)oxy)disilane ethyl-S-(3',4'-dimethoxyphenyl)-2-trifluoromethyl-4-oxo-thiobutyrate C(C)OC(C(CC=O)C(F)(F)F)=SC1=CC(=C(C=C1)OC)OC.C(C)(C)(C)[SiH]([SiH3])O[C@H]1[C@@H](CCCC1)I